S(CCC(C(=O)[O-])CC1=CC(=C(C(=C1)C(C)(C)C)O)C(C)(C)C)CCC(C(=O)[O-])CC1=CC(=C(C(=C1)C(C)(C)C)O)C(C)(C)C Thiodiethylenebis[3-(3,5-di-tert-butyl-4-hydroxyphenyl) propionate]